(S)-pyrrolidin-3-yl-urethane hydrochloride Cl.N1C[C@H](CC1)NC(=O)OCC